4-fluoro-6-methoxy-1H-indole-1,2-dicarboxylic acid 1-tert-butyl 2-methyl ester COC(=O)C=1N(C2=CC(=CC(=C2C1)F)OC)C(=O)OC(C)(C)C